5-norbornene-2,3-dicarboxylic acid-adamantan-1-yl ester C12(CC3CC(CC(C1)C3)C2)OC(=O)C2C3C=CC(C2C(=O)O)C3